N-(8-methoxy-4-methyl-2-oxo-1H-quinolin-6-yl)-5,7-dihydrofuro[3,4-b]pyridine-3-carboxamide COC=1C=C(C=C2C(=CC(NC12)=O)C)NC(=O)C=1C=C2C(=NC1)COC2